C(C)(=O)N1CCC(CC1)N1CC(C1)N1N=C(C(=C1)NC(C1=NC(=CC=C1)C1=NNC=C1)=O)C(F)F N-(1-(1-(1-acetylpiperidin-4-yl)azetidin-3-yl)-3-(difluoromethyl)-1H-pyrazol-4-yl)-6-(1H-pyrazol-3-yl)-2-picolinamide